(S)-N-(1-(4-((4-cyclopropyl-6-methyl-1,5-naphthyridin-3-yl)amino)phenyl)-2,2,2-trifluoroethyl)-N-methyltetrahydro-2H-thiopyran-4-carboxamide 1,1-dioxide C1(CC1)C1=C(C=NC2=CC=C(N=C12)C)NC1=CC=C(C=C1)[C@@H](C(F)(F)F)N(C(=O)C1CCS(CC1)(=O)=O)C